tert-butyl((S)-2-(4-fluoro-2-((R)-1-(2,2,2-trifluoroacetamido)ethyl)phenoxy)propyl)carbamate C(C)(C)(C)OC(NC[C@H](C)OC1=C(C=C(C=C1)F)[C@@H](C)NC(C(F)(F)F)=O)=O